(R)-4-(6-(2-benzylazepan-1-yl)-3-fluoro-2-((4-methoxybenzyl)oxy)pyridin-4-yl)morpholine C(C1=CC=CC=C1)[C@@H]1N(CCCCC1)C1=CC(=C(C(=N1)OCC1=CC=C(C=C1)OC)F)N1CCOCC1